Deoxy-D-xylulose [2H]CC(=O)[C@H]([C@@H](CO)O)O